(3R,4R)-1-(1-(2-(Difluoromethoxy)benzyl)-5,6-difluoro-1H-benzimidazol-2-yl)-4-fluoro-3-piperidinamin FC(OC1=C(CN2C(=NC3=C2C=C(C(=C3)F)F)N3C[C@H]([C@@H](CC3)F)N)C=CC=C1)F